dihydroxy-3,3,5,5'-tetramethylbiphenyl OC=1C(C(C(=CC1C)C1=CC=CC(=C1)C)O)(C)C